N-(4-{[7-{[2-(diethylamino)ethyl]oxy}-6-(methyloxy)quinazolin-4-yl]oxy}-3-fluorophenyl)-N'-(4-fluorophenyl)-2,2-dimethylcyclopropane-1,1-dicarboxamide C(C)N(CCOC1=C(C=C2C(=NC=NC2=C1)OC1=C(C=C(C=C1)NC(=O)C1(C(C1)(C)C)C(=O)NC1=CC=C(C=C1)F)F)OC)CC